tert-butyl (3S,5S)-3-((8-carbamoyl-6-chloropyrido[3,2-d]pyrimidin-4-yl)amino)-5-fluoropiperidine-1-carboxylate C(N)(=O)C1=CC(=NC2=C1N=CN=C2N[C@@H]2CN(C[C@H](C2)F)C(=O)OC(C)(C)C)Cl